N-[3-[[(2'S,4R)-2-ethyl-2'-methyl-spiro[6,7-dihydrothieno[3,2-c]pyran-4,4'-piperidine]-1'-yl]methyl]cyclobutyl]-3,3-difluoro-cyclobutanecarboxamide C(C)C1=CC2=C(CCO[C@]23C[C@@H](N(CC3)CC3CC(C3)NC(=O)C3CC(C3)(F)F)C)S1